C(C)(C)OCC1=C(N=C(O1)N1CCCC1)C(=O)OCC ethyl 5-(isopropoxymethyl)-2-(pyrrolidin-1-yl)oxazole-4-carboxylate